C1(CCCCC1)C=C(C#N)C#N 2-(cyclohexylmethylene)malononitrile